6-bromopyrrolo[1,2-f][1,2,4]triazin-4(3H)-one C1=C2C(=O)NC=NN2C=C1Br